C(#N)C1=CC(=C(C=C1)COC1=CC=CC(=N1)C1=CC(=C(C=C1)CC=1N(C2=C(N1)C=CC(=C2)C(=O)OC)CCOC)F)F methyl 2-[[4-[6-[(4-cyano-2-fluoro-phenyl)methoxy]-2-pyridyl]-2-fluoro-phenyl]methyl]-3-(2-methoxyethyl)benzimidazole-5-carboxylate